C1(=CC=CC2=CC=CC=C12)CCCCCCCC1=NC2=C(N1)C=CC=C2 2-(1-naphthylheptyl)-1H-benzimidazole